(S)-(1-(5-chloro-2-isobutoxybenzyl)pyrrolidine-3-yl)methanamine hydrochloride Cl.ClC=1C=CC(=C(CN2C[C@@H](CC2)CN)C1)OCC(C)C